CN1CCC(CC1)CC(=O)O 2-(1-methyl-4-piperidyl)acetic acid